S1C=CC(=C1)B(O)O Thiophene-4-boronic acid